NC([C@@H](CCC(=O)OC(C)(C)C)N1C(C2=CC=C(C=C2C1)OCC(C)=O)=O)=O tert-butyl (R)-5-amino-5-oxo-4-(1-oxo-5-(2-oxopropoxy)isoindolin-2-yl)pentanoate